FC=1C(=C(C=O)C=C(C1)B1OC(C(O1)(C)C)(C)C)OCC1=CC=C(C=C1)OC 3-fluoro-2-(4-methoxybenzyloxy)-5-(4,4,5,5-tetramethyl-1,3,2-dioxaborolan-2-yl)benzaldehyde